N[C@H](C)C=1C(=C(C=CC1)C1=CC(=CC=2C=COC21)COC2=C(C=CC=C2)CC(=O)OCC)F (R)-ethyl 2-(2-((7-(3-(1-aminoethyl)-2-fluorophenyl)benzofuran-5-yl)methoxy)phenyl)acetate